1-naphthylmethyl-amine hydrobromide Br.C1(=CC=CC2=CC=CC=C12)CN